tert-Butyl 4-[3-methoxy-1-[4-[(1S)-1-[(2,2,2-trifluoroacetyl)amino]ethyl]phenyl]propyl]piperazine-1-carboxylate COCCC(C1=CC=C(C=C1)[C@H](C)NC(C(F)(F)F)=O)N1CCN(CC1)C(=O)OC(C)(C)C